COC(\C=C(\CC1=C(C=C(C(=C1)F)F)F)/NC(=O)OCC1=CC=CC=2C3=CC=CC=C3CC12)=O (Z)-3-[N-(fluorenylmethoxycarbonyl)amino]-4-(2,4,5-trifluorophenyl)-2-butenoic acid methyl ester